OC(C)(C)C=1C=CC2=C(N(C=N2)CC=O)C1 2-(6-(2-hydroxypropan-2-yl)-1H-benzo[d]imidazol-1-yl)ethan-1-one